BrC1=CC=C(C=C1)N1N=C(C=C1OC)C(=O)N 1-(4-bromophenyl)-5-methoxy-1H-pyrazole-3-carboxamide